O1N(C=CC=C1)C1=C(C(=O)Cl)C=CC=C1 oxazin-2-yl-benzoyl chloride